6-(cyclopropanecarboxamido)-4-((2-isopropyl-5-methyl-4,5-dihydro-2H-pyrazolo[4,3-c]quinolin-6-yl)amino)-N-(methyl-d3)nicotinamide C1(CC1)C(=O)NC1=NC=C(C(=O)NC([2H])([2H])[2H])C(=C1)NC1=CC=CC=2C=3C(CN(C12)C)=CN(N3)C(C)C